N-(4-(4-((3-methyl-4-((1-methyl-1H-benzo[d][1,2,3]triazol-5-yl)oxy)phenyl)amino)pyrido[3,2-d]pyrimidin-6-yl)cyclohexyl)acrylamide CC=1C=C(C=CC1OC1=CC2=C(N(N=N2)C)C=C1)NC=1C2=C(N=CN1)C=CC(=N2)C2CCC(CC2)NC(C=C)=O